C(C)OP(=O)([O-])[O-].C(CCC)[N+](CCCC)(CCCC)CCCC.C(CCC)[N+](CCCC)(CCCC)CCCC tetrabutylammonium ethyl-phosphate